1,7,9-tetramethyluric acid CN1C2=C(N(C1=O)C)N(C(=O)N(C2=O)C)C